Cl.FC1(O[C@H]([C@H](NC1)CNC1=NC=CC(=C1)C(F)(F)F)C)F N-(((2S,3R)-6,6-difluoro-2-methylmorpholin-3-yl)methyl)-4-(trifluoromethyl)pyridin-2-amine hydrochloride